FC(C1=CC=C(C=C1)C=1C=NC=C(C(=O)O)C1)(F)F 5-(4-(trifluoromethyl)phenyl)nicotinic acid